ClC1=C(C=C2C(=C(N(C2=C1F)C)C=1NC(=NN1)C(=O)N1CCC(CC1)O)N1C=NC=C1)OC (5-(6-chloro-7-fluoro-3-(1H-imidazol-1-yl)-5-methoxy-1-methyl-1H-indol-2-yl)-4H-1,2,4-triazol-3-yl)(4-hydroxypiperidin-1-yl)methanone